BrC1=C2C(=C3CN(C(C3=C1)=O)C1C(NC(CC1)=O)=O)OCC2 3-(4-bromo-6-oxo-2,3,6,8-tetrahydro-7H-furo[2,3-e]isoindol-7-yl)piperidine-2,6-dione